tert-butyl 2-(4-(7-acetamidobenzo[d]imidazo[2,1-b]thiazol-2-yl)-3-fluorophenyl)pyrrolidine-1-carboxylate C(C)(=O)NC1=CC2=C(N3C(S2)=NC(=C3)C3=C(C=C(C=C3)C3N(CCC3)C(=O)OC(C)(C)C)F)C=C1